C(C)(C)(C)N=[Ta](N(CC)CC)(N(CC)CC)N(CC)CC (tert-butylimino)tris(diethylamino)tantalum